1-(tert-butyl) 3-methyl 3-(2-oxoethyl)azetidine-1,3-dicarboxylate O=CCC1(CN(C1)C(=O)OC(C)(C)C)C(=O)OC